NCC1CCOCC1 4-(aminomethyl)tetrahydropyran